1-(6-methoxy-4-((2R,3S)-2-methyl-3-((methylsulfonyl)methyl)azetidin-1-yl)pyridin-2-yl)-6-(4-methoxypyridin-3-yl)-4-methyl-1H-pyrazolo[4,3-c]pyridine COC1=CC(=CC(=N1)N1N=CC=2C(=NC(=CC21)C=2C=NC=CC2OC)C)N2[C@@H]([C@H](C2)CS(=O)(=O)C)C